(3R)-8-(6-tert-butyl-5-fluoropyridin-3-yl)-3-(hydroxymethyl)-6-oxo-2H,3H,4H,6H-pyrimido[2,1-b][1,3]thiazine-7-carbonitrile C(C)(C)(C)C1=C(C=C(C=N1)C=1N=C2SC[C@H](CN2C(C1C#N)=O)CO)F